(S)-(2-hydroxymethyl-2-methyltetrahydropyrrol-1-yl)-12-oxo-6a,7,9,10-tetrahydro-12H-pyrazino[2,1-c]pyrido[3,4-f][1,4]oxazepine-8(6H)-carboxylate OCC1(N(CCC1)C1=NC=CC2=C1C(N1[C@H](CO2)CN(CC1)C(=O)[O-])=O)C